N-[1-[5-chloro-2-[(1-methylpyrazol-4-yl)amino]pyrimidin-4-yl]indol-5-yl]prop-2-enamide ClC=1C(=NC(=NC1)NC=1C=NN(C1)C)N1C=CC2=CC(=CC=C12)NC(C=C)=O